N-(3-(2,2-difluoropropyl)-1,2,4-thiadiazol-5-yl)-5-(3-methoxyphenyl)furan-3-carboxamide FC(CC1=NSC(=N1)NC(=O)C1=COC(=C1)C1=CC(=CC=C1)OC)(C)F